The molecule is a carboxyalkyl phosphate that is the 4-phosphate derivative of (R)-pantoic acid. It derives from a (R)-pantoic acid. It is a conjugate acid of a (R)-4-phosphonatopantoate(3-). CC(C)(COP(=O)(O)O)[C@H](C(=O)O)O